COC1=CC=C(CN2C(C3=CC=CC=4C3=C(C2=O)C=CC4N4C(=C(C=C4)C(=O)OCC)C(F)(F)F)=O)C=C1 Ethyl 1-(2-(4-methoxybenzyl)-1,3-dioxo-2,3-dihydro-1H-benzo[de]isoquinolin-6-yl)-2-(trifluoromethyl)-1H-pyrrol-3-carboxylate